ClC=1N=C(C2=C(N1)CCN(C2=O)C)OC2=NC=1C=CC3=C(C1N=C2)C2=C(S3)C(N[C@@H](CN2)C)=O (R)-3-((2-chloro-6-methyl-5-oxo-5,6,7,8-tetrahydropyrido[4,3-d]pyrimidin-4-yl)oxy)-10-methyl-9,10,11,12-tetrahydro-8H-[1,4]diazepino[5',6':4,5]thieno[3,2-f]quinoxalin-8-one